ClC1=NC(=CC=C1C=1C=NN(C1)C[C@H]1C[C@@H](CC1)F)C(F)F 2-chloro-6-(difluoromethyl)-3-(1-(((1R,3R)-3-fluorocyclopentyl)methyl)-1H-pyrazol-4-yl)pyridine